ClC1=CC(=NC=C1)C(=O)N 4-chloro-2-picolinamide